OCC(CO)O 1,2,3-Trihydroxypropan